N-(anthracen-9-ylcarbamoyl)-4-(2-hydroxypropan-2-yl)furan-2-sulfonamide C1=CC=CC2=CC3=CC=CC=C3C(=C12)NC(=O)NS(=O)(=O)C=1OC=C(C1)C(C)(C)O